C1(CC1)N1N=CC(=C1)C=1C=CC=2N(C1)N=CC2C2CCN(CC2)C(=O)OCC=2N=COC2 oxazol-4-ylmethyl 4-(6-(1-cyclopropyl-1H-pyrazol-4-yl)pyrazolo[1,5-a]pyridin-3-yl)piperidine-1-carboxylate